Methyl (S,E)-1-(3-((tert-butoxycarbonyl)amino)-5-methylhex-1-en-1-yl)cyclopentane-1-carboxylate C(C)(C)(C)OC(=O)N[C@H](/C=C/C1(CCCC1)C(=O)OC)CC(C)C